3-phenylpropyl 3,4-dihydroxybenzoate OC=1C=C(C(=O)OCCCC2=CC=CC=C2)C=CC1O